C1(CC1)CNC1=C(C(=O)N)C=C(C=C1)S(NC1(CC1)C)(=O)=O 2-(cyclopropylmethylamino)-5-[(1-methylcyclopropyl)sulfamoyl]benzamide